FC(C=1C=C2C(=NC1)N=C(O2)S)(F)F 6-(trifluoromethyl)oxazolo[4,5-b]pyridine-2-thiol